NC=1C(=C(C=NC1N)C=1C=C(CC2=NN=CC3=CC=CC=C23)C=CC1F)C 4-(3-(5,6-diamino-4-methylpyridin-3-yl)-4-fluorobenzyl)phthalazin